(E)-4-Boc-1-(α-cyano-3-hydroxymethyl-4-hydroxycinnamoyl)piperazine C(=O)(OC(C)(C)C)N1CCN(CC1)C(\C(=C\C1=CC(=C(C=C1)O)CO)\C#N)=O